potassium manganese (III) [Mn+3].[K+]